CC1OC(CN(C1)C1=CC(=C(C=C1)NC=1C=C2CNCC2=CC1)C)C N-(4-(2,6-dimethylmorpholino)-2-methylphenyl)isoindolin-5-amine